tert-butyl 2-(4-(((7-(cyclopentylamino)-5-fluoro-4-oxo-3,4-dihydroquinazolin-2-yl)methyl)thio)piperidin-1-yl)acetate C1(CCCC1)NC1=CC(=C2C(NC(=NC2=C1)CSC1CCN(CC1)CC(=O)OC(C)(C)C)=O)F